FC(CCN1N=C(C=C1)C=O)(F)F 1-(3,3,3-trifluoro-propyl)pyrazole-3-carbaldehyde